N1=CC=CC2=CC=C(C=C12)NC(=O)C=1SC(=CC1)CN1N=C(C=C1C)C N-(quinolin-7-yl)-5-((3,5-dimethyl-1H-pyrazol-1-yl)methyl)thiophene-2-carboxamide